COC=1C(NC=CC1)=O 3-methoxypyridin-2(1H)-one